COC1=CC=C(C=C1)N1N=C(C2=C1C(N(CC2)C2C1CN(CC21)N2C(CCCC2)=O)=O)C(=O)OCC ethyl 1-(4-methoxyphenyl)-7-oxo-6-(3-(2-oxopiperidin-1-yl)-3-azabicyclo[3.1.0]hexan-6-yl)-4,5,6,7-tetrahydro-1H-pyrazolo[3,4-c]pyridine-3-carboxylate